FC=1C(=NC(=NC1)NC1=CC=C(C=C1)S(=O)(=O)NCCNC(OC(C)(C)C)=O)C1=CC2=C(N=C(N2C(C)C)C)C(=C1)F tert-butyl N-[2-[[4-[[5-fluoro-4-(7-fluoro-3-isopropyl-2-methyl-benzimidazol-5-yl)pyrimidin-2-yl]amino]phenyl]sulfonylamino]ethyl]carbamate